(E)-4-((2-(2-(difluoromethyl)benzoyl)hydrazineylidene)methyl)-3,5-difluorobenzoate FC(C1=C(C(=O)N\N=C\C2=C(C=C(C(=O)[O-])C=C2F)F)C=CC=C1)F